C(C)(C)OC1CC(C1)N1N=C(C(=C1)NC(=O)C=1N=C(SC1)C=1C=NNC1)C1=NC=CC=C1 N-(1-((1s,3s)-3-isopropoxycyclobutyl)-3-(pyridin-2-yl)-1H-pyrazol-4-yl)-2-(1H-pyrazol-4-yl)thiazole-4-carboxamide